3-(3-chloro-phenyl)propanamide (2,2,6,6-tetramethyl-4-piperidyl)propane-1,1,2,3-tetracarboxylate CC1(NC(CC(C1)OC(=O)C(C(CC(=O)O)C(=O)O)C(=O)O)(C)C)C.ClC=1C=C(C=CC1)CCC(=O)N